C1=C(C=CC2=CC=CC=C12)C=1C=CC=2N(C3=CC=C(C=C3C2C1)C1=CC2=CC=CC=C2C=C1)C1=CC=C(C=C1)C1=CC2=C(SC3=C2C=CC=C3)C=C1 3,6-di-naphthalene-2-yl-9-(4-dibenzothiophene-2-yl-phenyl)-9H-carbazole